(2-(trifluoromethyl)phenyl)-1H-pyrrole-3-carboxamide FC(C1=C(C=CC=C1)N1C=C(C=C1)C(=O)N)(F)F